FC(C(=O)O)(F)F.NCCC=1C(=O)NC(C1)=O (2-aminoethyl)maleimide trifluoroacetate